3-chloro-5-(methylsulfonyl)benzoic acid ClC=1C=C(C(=O)O)C=C(C1)S(=O)(=O)C